C(CCC)C1NCC2=CC=CC=C12 3-butyl-isoindoline